COCCOCN1N=CC=C1\C=C\C=1SC=CC1 (E)-1-((2-methoxyethoxy)methyl)-5-(2-(thiophen-2-yl)vinyl)-1H-pyrazole